FC(C1=CC(=CS1)OC1COC1)F 5-(difluoromethyl)-3-(oxetan-3-yloxy)thiophene